ClCC12CC(C1)C2 (chloromethyl)bicyclo[1.1.1]pentane